ClC1=CC=C(C=C1)N1N=CC(=C1C(F)(F)F)CN1CCC2(CC1)COC1=C3CN(C(C3=CC=C12)=O)[C@@H]1C(NC(CC1)=O)=O (S)-3-(1'-((1-(4-chlorophenyl)-5-(trifluoromethyl)-1H-pyrazol-4-yl)methyl)-6-oxo-6,8-dihydro-2H,7H-spiro[furo[2,3-e]isoindol-3,4'-piperidin]-7-yl)piperidine-2,6-dione